3-(5-(1-(3-(4-(((R)-1-(3-(difluoromethyl)-2-methylphenyl)ethyl)amino)-2-methylpyrido[3,4-d]pyrimidin-6-yl)benzyl)piperidin-4-yl)-1-oxoisoindolin-2-yl)piperidine-2,6-dione FC(C=1C(=C(C=CC1)[C@@H](C)NC=1C2=C(N=C(N1)C)C=NC(=C2)C=2C=C(CN1CCC(CC1)C=1C=C3CN(C(C3=CC1)=O)C1C(NC(CC1)=O)=O)C=CC2)C)F